BrC1=C2CCC[C@H](C2=CC=C1)NC(OCC1=CC=CC=C1)=O (R)-Benzyl 5-bromo-1,2,3,4-tetrahydronaphthalen-1-ylcarbamate